C(C=C)(=O)N1[C@H](CN(CC1)C1=NC=NC2=CC=C(C=C12)C=1C=C(C(=NC1)OC)NS(=O)(=O)C1=C(C=CC=C1F)F)CC#N (S)-N-(5-(4-(4-acryloyl-3-(cyanomethyl)piperazin-1-yl)quinazolin-6-yl)-2-methoxypyridin-3-yl)-2,6-difluoro-benzenesulfonamide